C1(CC1)C(=O)C1=CC=C(C=C1)OCC CYCLOPROPYL(4-ETHOXYPHENYL)METHANONE